[I].N1C=NCC1 Imidazoline compound with iodine